(R)-1-(3-(1-(4-(2-fluoro-3-methoxyphenoxy)phenyl)-5,8-dimethylimidazo[1,5-a]pyrazin-3-yl)piperidin-1-yl)but-2-yn-1-one FC1=C(OC2=CC=C(C=C2)C=2N=C(N3C2C(=NC=C3C)C)[C@H]3CN(CCC3)C(C#CC)=O)C=CC=C1OC